C(C1=CC=CC=C1)SC1=CN=CS1 5-(benzylsulfanyl)-1,3-thiazole